(E)-N-(1-benzyl-1H-indazol-7-yl)-3-(1H-indazol-6-yl)acrylamide C(C1=CC=CC=C1)N1N=CC2=CC=CC(=C12)NC(\C=C\C1=CC=C2C=NNC2=C1)=O